OC1(CC1)C1=NN(C=N1)C1CC2(CN(C2)C(=O)N2CC3(C2)CC(C3)CC=3NC=C(N3)C(F)(F)F)C1 [6-[3-(1-hydroxycyclopropyl)-1,2,4-triazol-1-yl]-2-azaspiro[3.3]heptan-2-yl]-[6-[[4-(trifluoromethyl)-1H-imidazol-2-yl]methyl]-2-azaspiro[3.3]heptan-2-yl]methanone